ClC=1C=CC2=C(CC(CC=3N2C(=NN3)C3CCN(CC3)C3=NC=CC=C3)NC(C)C)C1 8-chloro-N-(prop-2-yl)-1-[1-(pyridin-2-yl)piperidin-4-yl]-5,6-dihydro-4H-[1,2,4]triazolo[4,3-a][1]benzazepin-5-amine